O1CCN(CC1)C=1C2=C(N=CN1)N(C(=C2)C2=CC=C(C=C2)NC(=O)C2=NC=CC(=C2)N[C@@H]2C[C@@H](CCC2)NC(OC(C)(C)C)=O)COCC[Si](C)(C)C tert-butyl ((1R,3S)-3-((2-((4-(4-morpholino-7-((2-(trimethylsilyl)ethoxy)methyl)-7H-pyrrolo[2,3-d]pyrimidin-6-yl)phenyl)carbamoyl)pyridin-4-yl)amino)cyclohexyl)carbamate